N-methyl-N-cyanoethyl-m-toluidine CN(C1=CC(=CC=C1)C)CCC#N